methyl (E)-3-[5-(isopropylcarbamoyl)furan-2-yl]acrylate C(C)(C)NC(=O)C1=CC=C(O1)/C=C/C(=O)OC